CC(C)(CCC[C@@H](C)[C@H]1CC[C@H]2[C@@H]3CC=C4C[C@H](CC[C@]4(C)[C@H]3CC[C@]12C)O)O Cholest-5-ene-3β,25-diol